ClC1=NC(=C2N=CN(C2=N1)C(C)C)NCC1=C(C=CC=C1)N1N=C(C=C1)N1CCNCC1 2-chloro-9-isopropyl-N-({2-[3-(piperazin-1-yl)pyrazol-1-yl]phenyl}methyl)purin-6-amine